perfluorooctylpropane FC(C(C(F)(F)F)(F)F)(C(C(C(C(C(C(C(C(F)(F)F)(F)F)(F)F)(F)F)(F)F)(F)F)(F)F)(F)F)F